CN1CCC(CC1)NC(=O)CNC(=O)C1=CC=CC(=N1)C1=CC=C2C=CC=C(C2=C1)NC(C=C)=O N-{7-[6-({[(1-methylpiperidin-4-yl)carbamoyl]methyl}carbamoyl)pyridin-2-yl]naphthalen-1-yl}prop-2-enamide